C(CCC)[Sn](C=1N=CN(C1)C(=O)OC(C)(C)C)(CCCC)CCCC tert-butyl 4-(tributylstannyl)-1H-imidazole-1-carboxylate